COC=1C=C2[C@]3(C(NC2=CC1)=O)[C@@H](C3)C3=CC=C1C(=NNC1=C3)NC3=NC=C(C=C3OC)S(=O)(=O)C(C)C (1R,2S)-5'-Methoxy-2-(3-{[3-methoxy-5-(propane-2-sulfonyl)pyridin-2-yl]amino}-1H-indazol-6-yl)spiro[cyclopropane-1,3'-indol]-2'(1'H)-one